FC=1C=C2C=CNC2=C(C1)C(=O)N 5-fluoroindole-7-carboxamide